2,4,6-Trimethyl-4-phenyl-1,3-dioxane CC1OC(CC(O1)(C1=CC=CC=C1)C)C